C(C)(C)(C)OC(=O)N1[C@@H](CN(CC1)C1=CC=NC2=CC(=C(C=C12)OC)OC)C (R)-4-(6,7-dimethoxyquinolin-4-yl)-2-methylpiperazine-1-carboxylic acid tert-butyl ester